FC(C(=O)O)(F)F.FC=1C=CC(=C(C1)C1CCNCC1)C1CCOCC1 4-(5-fluoro-2-(tetrahydro-2H-pyran-4-yl)phenyl)piperidine trifluoroacetate